acrylic lauryl ester C(CCCCCCCCCCC)OC(C=C)=O